2,8-dimethyl-2-(4,8,12-trimethyltridecyl)chroman-7-yl-4-methyl-3-(pyridin-2-yl)benzoate CC1(OC2=C(C(=CC=C2CC1)OC(C1=CC(=C(C=C1)C)C1=NC=CC=C1)=O)C)CCCC(CCCC(CCCC(C)C)C)C